N12C=CCCCCNC2CC1 1,8-diazabicyclo(7.2.0)undecene